3-methoxy-4-[(3-{4-[(1-methylpiperidin-4-yl)amino]-1-(2,2,2-trifluoroethyl)-1H-indol-2-yl}prop-2-yn-1-yl)amino]-benzamide COC=1C=C(C(=O)N)C=CC1NCC#CC=1N(C2=CC=CC(=C2C1)NC1CCN(CC1)C)CC(F)(F)F